methyl 6-bromo-8-(2-oxopyrrolidin-1-yl)imidazo[1,2-a]pyridine-2-carboxylate BrC=1C=C(C=2N(C1)C=C(N2)C(=O)OC)N2C(CCC2)=O